o-methoxymercaptobenzene COSC1=CC=CC=C1